3-bromo-N-[(4-methoxyphenyl)methyl]-N-methyl-4-[[5-(trifluoromethyl)-2-pyridinyl]amino]benzenesulfonamide ethyl-(6-hydroxy-3'-methyl-4-pentyl-[1,1'-biphenyl]-2-yl)methylphosphonate C(C)OP(O)(=O)CC1=C(C(=CC(=C1)CCCCC)O)C1=CC(=CC=C1)C.BrC=1C=C(C=CC1NC1=NC=C(C=C1)C(F)(F)F)S(=O)(=O)N(C)CC1=CC=C(C=C1)OC